C1(=CC=C(C=C1)C1=CC=CC=2C3=C(SC21)C(=CC=C3)C3=CC=C(C=C3)C3=CC(=CC=C3)C3=NC(=NC(=N3)C3=CC=CC=C3)C3=CC=CC=C3)C3=CC=CC=C3 2-{4'-(6-(1,1'-biphenyl-4-yl)-dibenzothiophene-4-yl)-1,1'-biphenyl-3-yl}-4,6-diphenyl-1,3,5-triazine